1-(5-((1-(cyclohexylmethyl)piperidin-4-yl)methyl)pyrazolo[1,5-a]pyridin-3-yl)dihydropyrimidine C1(CCCCC1)CN1CCC(CC1)CC1=CC=2N(C=C1)N=CC2N2CNCC=C2